5-(5-(2-Chloro-7-ethoxyquinolin-3-yl)-3-(4-iodophenyl)-4,5-dihydro-1H-pyrazol-1-yl)-5-oxopentanoic acid ClC1=NC2=CC(=CC=C2C=C1C1CC(=NN1C(CCCC(=O)O)=O)C1=CC=C(C=C1)I)OCC